OC1=CC(=NN1C=1NN=C(C1)C(F)(F)F)C1=CC=CC=C1 5-hydroxy-3-phenyl-5'-(trifluoromethyl)-2'H-[1,3'-bipyrazol]